1-(azepan-1-yl)octan-1-one N1(CCCCCC1)C(CCCCCCC)=O